(S,E)-2-aminopropionaldehyde N[C@H](C=O)C